NCCCO[Si](C)(C)C(C)(C)C (3-aminopropoxy)(tert-butyl)dimethylsilane